2E,4Z,7Z-tridecatrienal C(\C=C\C=C/C=C\CCCCCC)=O